CC1=CC=C(C=C1)S(=O)(=O)C1N(CCNC1)C(C)=O 1-((4-(methyl)phenyl)sulfonylpiperazin-1-yl)ethan-1-one